1-(6-ethynyl-1,3-benzothiazol-2-yl)bicyclo[1.1.1]pentan-3-amine C(#C)C1=CC2=C(N=C(S2)C23CC(C2)(C3)N)C=C1